N-((3S,4R)-3-fluoro-1-methylpiperidin-4-yl)-2-(3-((2-methoxy-4-(methylsulfonyl)phenyl)amino)prop-1-yn-1-yl)-3-(prop-1-en-2-yl)-2H-indazol-7-amine F[C@H]1CN(CC[C@H]1NC1=CC=CC2=C(N(N=C12)C#CCNC1=C(C=C(C=C1)S(=O)(=O)C)OC)C(=C)C)C